5,8-dibromo-2-phenyl-3-(3',4'-difluorophenyl)-6,7-didodecyloxyquinoxaline (2H5)Ethyl-2-[4-(1H-pyrazol-1-yl)piperidin-1-yl]-6-azaspiro[3.4]octane-6-carboxylate C(C([2H])([2H])[2H])([2H])([2H])OC(=O)N1CC2(CC(C2)N2CCC(CC2)N2N=CC=C2)CC1.BrC1=C2N=C(C(=NC2=C(C(=C1OCCCCCCCCCCCC)OCCCCCCCCCCCC)Br)C1=CC=CC=C1)C1=CC(=C(C=C1)F)F